thiophosphinic amide [PH2](N)=S